4-Bromo-1,2-difluorobenzene BrC1=CC(=C(C=C1)F)F